(1S,2R,3S,4R,5S)-4-[2-chloro-6-[(3-chlorophenyl)methylamino]purin-9-yl]-2,3-dihydroxy-N-methylbicyclo[3.1.0]hexane-1-carboxamide ClC1=NC(=C2N=CN(C2=N1)[C@H]1[C@@H]([C@@H]([C@@]2(C[C@H]12)C(=O)NC)O)O)NCC1=CC(=CC=C1)Cl